C(=O)C1=C(C(=O)O)C(=CC=C1)OC 2-FORMYL-6-METHOXYBENZOIC ACID